FC1=C(C=CC(=C1)/C=N/N1/C(/SCC1=O)=N/C1=C(C=CC=C1)C(C)C)N1N=C(C(=C1)NC(C1=CC=C(C=C1)OC(F)(F)F)=O)C N-[1-[2-fluoro-4-[(E)-[(2Z)-2-(2-isopropylphenyl)imino-4-oxo-thiazolidin-3-yl]iminomethyl]phenyl]-3-methyl-pyrazol-4-yl]-4-(trifluoromethoxy)benzamide